N-((6-methylpyridin-3-yl)methyl)-6-(p-tolyl)quinazolin-4-amine CC1=CC=C(C=N1)CNC1=NC=NC2=CC=C(C=C12)C1=CC=C(C=C1)C